3-(1-propyl-2-methylindole-3-yl)-4-azaphthalide C(CC)N1C(=C(C2=CC=CC=C12)C1OC(=O)C2=CC=CN=C12)C